C(C)(C)(C)N1CCC(CC1)N1N=C(C(=C1)NC1=NC=C(C(=N1)C1=CC2=C(C(N(CCS2(=O)=O)C)=O)S1)C(F)(F)F)C1CC1 tert-butyl-4-(3-cyclopropyl-4-((4-(4-methyl-1,1-dioxido-5-oxo-2,3,4,5-tetrahydrothieno[2,3-f][1,4]thiazepin-7-yl)-5-(trifluoromethyl)pyrimidin-2-yl)amino)-1H-pyrazol-1-yl)piperidine